C(OCC(CC)CCCC)OCC(CC)CCCC 3,3'-(methylenebis(oxymethylene))diheptane